tert-butyl ((R)-2-((2S,4R)-4-hydroxy-2-(((R)-2-hydroxy-2-methyl-1-(4-(prop-1-yn-1-yl)phenyl)propyl)carbamoyl)pyrrolidin-1-yl)-1-(4-methyltetrahydro-2H-pyran-4-yl)-2-oxoethyl)carbamate O[C@@H]1C[C@H](N(C1)C([C@@H](C1(CCOCC1)C)NC(OC(C)(C)C)=O)=O)C(N[C@@H](C(C)(C)O)C1=CC=C(C=C1)C#CC)=O